OCCNC(OCC1C2=CC=CC=C2C=2C=CC=CC12)=O 9H-fluoren-9-ylmethyl (2-hydroxyethyl)carbamate